4,5,9,10-tetrabromo-2,7-bis(2-octyldodecyl)benzo[lmn][3,8]phenanthroline-1,3,6,8(2H,7H)-tetraon BrC1=C(C=2C(N(C(C=3C2C=2C(C(N(C(C12)=O)CC(CCCCCCCCCC)CCCCCCCC)=O)=C(C3Br)Br)=O)CC(CCCCCCCCCC)CCCCCCCC)=O)Br